gamma-(2,3-epoxypropoxy)propylmethyldimethoxysilane C(C1CO1)OCCC[Si](OC)(OC)C